ethanyl peroxide C(C)OOCC